Furano[3,2-c]pyridin-7-amine O1C=CC=2C=NC=C(C21)N